tert-Butyl N-[(1S)-1-[2-(6-carbamoylpyrimidin-4-yl)-1,2,4-triazol-3-yl]ethyl]carbamate C(N)(=O)C1=CC(=NC=N1)N1N=CN=C1[C@H](C)NC(OC(C)(C)C)=O